3-(3,4-difluoro-2-methoxy-phenoxy)-5-methyl-N-(1-oxopyridin-1-ium-3-yl)-6-(trifluoromethyl)pyridazine-4-carboxamide FC=1C(=C(OC=2N=NC(=C(C2C(=O)NC=2C[N+](C=CC2)=O)C)C(F)(F)F)C=CC1F)OC